trans-methyl 4-(5-(5-chlorobenzofuran-2-yl)-1,3,4-oxadiazol-2-yl)cyclohexanecarboxylate ClC=1C=CC2=C(C=C(O2)C2=NN=C(O2)[C@@H]2CC[C@H](CC2)C(=O)OC)C1